2-(4-(7-ethynyl-1-methyl-2,3-dioxo-2,3-dihydropyrido[2,3-b]pyrazin-4(1H)-yl)piperidin-1-yl)pyrimidine-5-carbonitrile C(#C)C1=CC2=C(N(C(C(N2C)=O)=O)C2CCN(CC2)C2=NC=C(C=N2)C#N)N=C1